2-(3-Nitrophenyl)-1-(2-phenylethynyl)-1H-benzimidazole [N+](=O)([O-])C=1C=C(C=CC1)C1=NC2=C(N1C#CC1=CC=CC=C1)C=CC=C2